(9-ethyl-6-nitro-9H-carbazol-3-yl)[4-(2-methoxy-1-methylethoxy)-2-methylphenyl]methanone O-acetyl oxime C(C)(=O)ON=C(C1=C(C=C(C=C1)OC(COC)C)C)C=1C=CC=2N(C3=CC=C(C=C3C2C1)[N+](=O)[O-])CC